3-benzyl-1-methyl-2,4-dioxo-3-azabicyclo[3.1.0]hexane-6-carboxylic acid C(C1=CC=CC=C1)N1C(C2(C(C2C1=O)C(=O)O)C)=O